CC=1N=CC2=C(N1)N(C(C=C2)=O)C 2,8-dimethyl-pyrido[2,3-d]Pyrimidin-7-one